6-(4-chlorothiazol-2-yl)-1-tosyl-4,5,6,7-tetrahydro-1H-indol-6-ol ClC=1N=C(SC1)C1(CCC=2C=CN(C2C1)S(=O)(=O)C1=CC=C(C)C=C1)O